bis-(β-epithiopropyl)disulfide CC1(CS1)SSC1(C)CS1